FC=1C=C(C=CC1F)N1CCC2(CCN(CC2)C(=O)C2=CC(NC3=CC=C(C=C23)C)=O)CC1 4-(9-(3,4-difluorophenyl)-3,9-diazaspiro[5.5]undec-3-carbonyl)-6-methylquinolin-2(1H)-one